3-(7-((4-benzhydryl-piperazin-1-yl)methyl)-1-oxoisoindolin-2-yl)piperidine-2,6-dione C(C1=CC=CC=C1)(C1=CC=CC=C1)N1CCN(CC1)CC=1C=CC=C2CN(C(C12)=O)C1C(NC(CC1)=O)=O